1-(cyclopentylmethyl)-4-nitro-1H-pyrazole C1(CCCC1)CN1N=CC(=C1)[N+](=O)[O-]